4-[5-(4-fluorophenyl)-1-[[(3S)-pyrrolidin-3-yl]methyl]pyrrolo[3,2-b]pyridin-6-yl]benzonitrile FC1=CC=C(C=C1)C1=C(C=C2C(=N1)C=CN2C[C@@H]2CNCC2)C2=CC=C(C#N)C=C2